3-((2S)-2-hydroxy-3-(8-(2-morpholinopyridin-3-ylsulfonyl)-1-oxa-8-azaspiro[4.5]decan-3-ylamino)propoxy)-N-methylbenzenesulfonamide O[C@H](COC=1C=C(C=CC1)S(=O)(=O)NC)CNC1COC2(C1)CCN(CC2)S(=O)(=O)C=2C(=NC=CC2)N2CCOCC2